C1(CCCCC1)OOC1CCCCC1 di(cyclohexyl) peroxide